ClC=1C=C(C=C(C1)NS(=O)(=O)C)NC(=O)C1=CN(C(=C1)C1=NC=C(C=C1F)N1CC(CCC1)(F)F)C N-(3-chloro-5-(methylsulfonamido)phenyl)-5-(5-(3,3-difluoropiperidin-1-yl)-3-fluoropyridin-2-yl)-1-methyl-1H-pyrrole-3-carboxamide